N1C=C(C2=CC=CC=C12)C[C@@H](C(N1[C@@H](CCC1)C(N[C@@H](CC1=NC=CC=C1)C1=CC=CC=C1)=O)=O)NC(OC(C)(C)C)=O tert-Butyl (S)-3-(1H-indol-3-yl)-1-oxo-1-((S)-2-((S)-1-phenyl-2-(pyridin-2-yl)ethylcarbamoyl)pyrrolidin-1-yl)propan-2-ylcarbamate